C(CCCCC(=O)O)(=O)O.C(C)O.C(C)O diethanol adipate